4-(2-methacryloyloxyethoxy)benzoic acid naphthyl ester C1(=CC=CC2=CC=CC=C12)OC(C1=CC=C(C=C1)OCCOC(C(=C)C)=O)=O